NC=1C=C(C(=O)NN)C=CC1S 2-(3-amino-4-mercaptobenzoyl)hydrazine